[Cl-].C(CCC)C1=C(N(CCCC)CCCC)C=CC=C1 tributyl-aniline chloride